2-[4-(4-Fluoro-5-methyl-1H-pyrazole-3-carbonyl)-piperazin-1-yl]-1-(4-fluoro-phenyl)-ethanone FC=1C(=NNC1C)C(=O)N1CCN(CC1)CC(=O)C1=CC=C(C=C1)F